C(C)(C)(C)C=1C=CC=2N(C3=CC=C(C=C3C2C1)C(C)(C)C)C1=C(C(=CC(=C1)C(C)(CC(C)(C)C)C)C1=CC(=CC=C1)F)O 3-(3,6-di-tert-butyl-9H-carbazol-9-yl)-3'-fluoro-5-(2,4,4-trimethylpentan-2-yl)-[1,1'-biphenyl]-2-ol